O1CCC(CC1)C(C)N1C(C2=C(CCC1)C=CN2)=O 7-[1-(oxan-4-yl)ethyl]-1H,4H,5H,6H,7H,8H-pyrrolo[2,3-c]azepin-8-one